tert-butyl 4-((4-(3-(2,6-dioxopiperidin-3-yl)-1-methyl-1H-indazol-6-yl)piperazin-1-yl)methyl)piperidine-1-carboxylate O=C1NC(CCC1C1=NN(C2=CC(=CC=C12)N1CCN(CC1)CC1CCN(CC1)C(=O)OC(C)(C)C)C)=O